O=C1N(CC2=CC(=CC=C12)C1=NNC(=C1)C1=CC=CC=C1)C1C(NC(CC1)=O)=O 3-(1-Oxo-5-(5-phenyl-1H-pyrazol-3-yl)isoindolin-2-yl)piperidine-2,6-dione